NC1=NC2=CC=C(C=C2C=C1C)C(=O)N(CC1=NC=C(C=C1)C(F)(F)F)[C@H]1COC2=C1C=CC(=C2C)C 2-amino-N-((3R)-6,7-dimethyl-2,3-dihydro-1-benzofuran-3-yl)-3-methyl-N-((5-(trifluoromethyl)-2-pyridinyl)methyl)-6-quinolinecarboxamide